CN1C(CC(CC1(C)C)OC(C(C(=O)OC1CC(N(C(C1)(C)C)C)(C)C)(CCCC)CC1=CC(=C(C(=C1)C(C)(C)C)O)C(C)(C)C)=O)(C)C bis-(1,2,2,6,6-pentamethyl-4-piperidinyl)-2-(3,5-di-tert-butyl-4-hydroxy-benzyl)-2-n-butylmalonate